C1(CC1)C=1C=CC(=NC1)N(C1=CC=C(C=N1)C1CN(C1)C(=O)N1C[C@H](CC1)C1=CN=NN1)C [3-[6-[(5-Cyclopropyl-2-pyridyl)-methyl-amino]-3-pyridyl]azetidin-1-yl]-[(3S)-3-(1H-triazol-5-yl)pyrrolidin-1-yl]methanone